(2-(4-(6,7-Dimethoxyquinazolin-4-yl)piperazin-1-yl)ethyl)phosphonic Acid Hydrogen Bromide Salt Br.COC=1C=C2C(=NC=NC2=CC1OC)N1CCN(CC1)CCP(O)(O)=O